C(C)(C)OC(=O)N1[C@@H](CCC1)C1=NC(=NO1)CCCC1=CC=CC=C1 (S)-2-(3-(3-phenylpropyl)-1,2,4-oxadiazol-5-yl)pyrrolidine-1-carboxylic acid isopropyl ester